FC=1C=C2C(N(CN(C2=CC1)C1=C(C=C(C=C1)F)C)C1=C(NC(C=C1)=O)C)=O 6-fluoro-1-(4-fluoro-2-methylphenyl)-3-(2-methyl-6-oxo-1,6-dihydropyridin-3-yl)-2,3-dihydroquinazolin-4(1H)-one